CNC(\C=C\CN1C[C@@H](CCC1)OC1=NC=C(C=C1)\C(=C(\CC(F)(F)F)/C1=CC=CC=C1)\C=1C=C2C(=NNC2=CC1)F)=O (E)-N-Methyl-4-((R)-3-((5-((Z)-4,4,4-trifluoro-1-(3-fluoro-1H-indazol-5-yl)-2-phenylbut-1-en-1-yl)pyridin-2-yl)oxy)piperidin-1-yl)but-2-enamide